C[Si](OC(C[N+](=O)[O-])(C)C)(C)C trimethyl-((2-methyl-1-nitropropan-2-yl)oxy)silane